2-(5H-imidazo[1,5-b]isoindol-5-yl)-7-(1,3,5-trimethylpyrazol-4-yl)sulfonyl-7-azaspiro[3.5]nonan-3-ol C=1N=CN2C(C=3C=CC=CC3C21)C2CC1(C2O)CCN(CC1)S(=O)(=O)C=1C(=NN(C1C)C)C